OC=1C=CC2=C(SC3=C2C=CC(=C3)O)C1F 3,7-dihydroxy-4-fluorodibenzothiophene